CC1=CC(=NC=C1C1=C2C(=C3C=C(N=CC3=C1)NC)N(C=N2)C)[C@H](CC)O (S)-1-(4-methyl-5-(1-methyl-8-(methylamino)-1H-imidazo[4,5-f]isoquinolin-4-yl)pyridin-2-yl)propan-1-ol